methyl 4-(4-cyclopropyl-1H-imidazol-1-yl)-5-morpholinopicolinate C1(CC1)C=1N=CN(C1)C1=CC(=NC=C1N1CCOCC1)C(=O)OC